4-((3s,4r,5r,6r)-3,4,5-tri-methoxymethoxy-6-methoxymethoxymethoxymethyl-tetrahydro-pyran-2-ylmethyl)-benzaldehyde COCO[C@H]1C(O[C@@H]([C@H]([C@@H]1OCOC)OCOC)COCOCOC)CC1=CC=C(C=O)C=C1